C(C1=CC=CC=C1)OC1=CC=C(C(=C1N(CC(=O)OCC)S(NC(=O)OC(C)(C)C)(=O)=O)F)Br ethyl N-(6-(benzyloxy)-3-bromo-2-fluorophenyl)-N-(N-(tert-butoxycarbonyl)sulfamoyl)glycinate